N-(4-((3S,5R)-3-amino-5-(trifluoromethyl)piperidin-1-yl)-5-(1-(difluoromethyl)-1H-pyrazol-4-yl)pyridin-2-yl)-2-(2-fluoro-6-methoxyphenyl)pyrimidin-4-amine N[C@@H]1CN(C[C@@H](C1)C(F)(F)F)C1=CC(=NC=C1C=1C=NN(C1)C(F)F)NC1=NC(=NC=C1)C1=C(C=CC=C1OC)F